(4-(((R)-1-hydroxy-4-methylpent-2-yl)amino)-6-((R)-2-(6-methoxy-4-methylpyridin-3-yl)propyl)-1,3,5-triazin-2-yl)methanesulfonamide OC[C@@H](CC(C)C)NC1=NC(=NC(=N1)C[C@@H](C)C=1C=NC(=CC1C)OC)CS(=O)(=O)N